FC(C1=C(C(=NC(=N1)N1[C@H]([C@@H](C1)O)C)C=1C=NN(C1)C1CN(C1)C)OC)F (2S,3R)-1-{6-(difluoromethyl)-5-methoxy-4-[1-(1-methyl-3-azetidinyl)-4-pyrazolyl]-2-pyrimidinyl}-2-methyl-3-azetidinol